NC=1C(=C(C=2C(=NNC2C1)Cl)C#N)C(=O)C1=C(C=CC(=C1)F)Cl 6-amino-3-chloro-5-[(2-chloro-5-fluorophenyl)carbonyl]-1H-indazole-4-carbonitrile